((4-(tert-Butoxycarbonyl)piperazin-1-yl)methyl)-1-((1-ethyl-1H-imidazol-5-yl)methyl)-1H-benzo[d]imidazole-6-carboxylic acid methyl ester COC(=O)C=1C=CC2=C(N(C(=N2)CN2CCN(CC2)C(=O)OC(C)(C)C)CC2=CN=CN2CC)C1